isopropyl 3-[5-benzyloxy-1-(4-fluoro-3-methyl-phenyl)-2-tetrahydropyran-4-yl-indol-3-yl]-1-(methoxymethyl)cyclobutanecarboxylate C(C1=CC=CC=C1)OC=1C=C2C(=C(N(C2=CC1)C1=CC(=C(C=C1)F)C)C1CCOCC1)C1CC(C1)(C(=O)OC(C)C)COC